2-Fluoro-N-(3-(2-(methylamino)thiazol-4-yl)phenyl)benzenesulfonamide FC1=C(C=CC=C1)S(=O)(=O)NC1=CC(=CC=C1)C=1N=C(SC1)NC